ClC1=C2C(=NC=C1OC=1C=NN3C1C(=NC=C3)N[C@H]3COCC3)N=C(N2C)NC=2C(N(C=C(C2)C(F)(F)F)C)=O (R)-3-((7-chloro-1-methyl-6-((4-((tetrahydrofuran-3-yl)amino)pyrazolo[1,5-a]pyrazin-3-yl)oxy)-1H-imidazo[4,5-b]pyridin-2-yl)amino)-1-methyl-5-(trifluoromethyl)pyridin-2(1H)-one